ClC=1C=C(C=C(C1OC=1C(N(C(NC1)=O)C(C)C)=O)Cl)N1N=C(C(NC1=O)=O)C#N 2-(3,5-Dichloro-4-((3-isopropyl-2,4-dioxo-1,2,3,4-tetrahydropyrimidin-5-yl)oxy)phenyl)-3,5-dioxo-2,3,4,5-tetrahydro-1,2,4-triazine-6-carbonitrile